C(=O)(OC(C)(C)C)N1C[C@@H](NCC1)CC (S)-1-Boc-3-ethylpiperazine